4-(4-(1-nitro-6,7,8,9-tetrahydro-5H-benzo[7]annulen-5-yl)piperazin-1-yl)benzamide ethyl-2-(4-bromo-2,3,6-trifluorobenzyl)-4-fluoro-1-(2-methoxyethyl)-1H-benzo[d]imidazole-6-carboxylate C(C)OC(=O)C=1C=C(C2=C(N(C(=N2)CC2=C(C(=C(C=C2F)Br)F)F)CCOC)C1)F.[N+](=O)([O-])C1=CC=CC2=C1CCCCC2N2CCN(CC2)C2=CC=C(C(=O)N)C=C2